C(C)OC(=O)C1=NC(=CC2=C1NC=N2)C2=CN=CS2 6-(thiazol-5-yl)-3H-imidazo[4,5-c]pyridine-4-carboxylic acid ethyl ester